NC=1C=C(COCCC(=O)OCC)C=C(C1)OC ethyl 3-((3-amino-5-methoxybenzyl) oxy)-propanoate